NC1=NN2C(C=C(C=C2)C=2C=C(C(=NC2)OC)NC(=O)N2OCC[C@H]2C2=CC(=CC=C2)F)=N1 (S)-N-(5-(2-amino-[1,2,4]triazolo[1,5-a]pyridin-7-yl)-2-methoxypyridin-3-yl)-3-(3-fluorophenyl)isooxazolidine-2-carboxamide